O=C(CC(=O)OCC)C.[Zr+4] zirconium(IV) ethyl 3-oxobutanoate